3-iodo-3'-bromo-4'-chlorobiphenyl IC=1C=C(C=CC1)C1=CC(=C(C=C1)Cl)Br